3-propyl-5-chloro-8-hydroxyquinoline C(CC)C=1C=NC2=C(C=CC(=C2C1)Cl)O